17-([1,1'-biphenyl]-4-ylmethyl) 1-(tert-butyl) 6,6-bis((3-(tert-butoxy)-3-oxopropoxy)methyl)-8-oxo-4,11,14-trioxa-7-azaheptadecanedioate C(C)(C)(C)OC(CCOCC(COCCC(=O)OC(C)(C)C)(NC(CCOCCOCCC(=O)OCC1=CC=C(C=C1)C1=CC=CC=C1)=O)COCCC(OC(C)(C)C)=O)=O